NC=1C(=NN(C1N)C(C)(C)C)C 4,5-diamino-1-t-butyl-3-methylpyrazole